7-amino-N-cyclopropyl-5-((2-(trifluoromethoxy)pyridin-3-yl)amino)pyrazolo[1,5-a]pyrimidine-3-carboxamide NC1=CC(=NC=2N1N=CC2C(=O)NC2CC2)NC=2C(=NC=CC2)OC(F)(F)F